C(C)(CC)N(C(C)CC)[SiH2][SiH3] di-sec-butylaminodisilane